N-cyclopropyl-N-((4aS,6S)-1-(6-fluoropyridin-3-yl)-4a-(4-(trifluoromethyl)picolinoyl)-4,4a,5,6,7,8-hexahydro-1H-benzo[f]indazol-6-yl)-1-methyl-1H-1,2,4-triazole-3-sulfonamide C1(CC1)N(S(=O)(=O)C1=NN(C=N1)C)[C@H]1CCC=2[C@](CC=3C=NN(C3C2)C=2C=NC(=CC2)F)(C1)C(C1=NC=CC(=C1)C(F)(F)F)=O